BrCCC\C=C/CCCCCC(OCC)OCC (7Z)-11-bromo-1,1-diethoxy-7-undecene